CC1=C(OC=2C(=CC(N(C2)C)=O)C=2C3=C(C(N(C2)C)=O)NC(=C3)C3=C(C=CC=C3)C)C(=CC=C1)C 4-(5-(2,6-dimethylphenoxy)-1-methyl-2-oxo-1,2-dihydropyridin-4-yl)-6-methyl-2-(o-tolyl)-1,6-dihydro-7H-pyrrolo[2,3-c]pyridin-7-one